1-((2R,4S,5R)-4-hydroxy-5-(hydroxymethyl)tetrahydrofuran-2-yl)-1,3-dihydro-2H-benzo[d]imidazol-2-one O[C@H]1C[C@@H](O[C@@H]1CO)N1C(NC2=C1C=CC=C2)=O